1-(7-(4-(2-morpholinoethoxy)benzyl)-6-oxo-6,7-dihydro-1H-purin-2-yl)-1H-pyrazole-4-carboxylic acid hydrochloride Cl.O1CCN(CC1)CCOC1=CC=C(CN2C=NC=3N=C(NC(C23)=O)N2N=CC(=C2)C(=O)O)C=C1